6-chloro-2-fluoro-3-methyl-4-(4,4,5,5-tetramethyl-1,3,2-dioxaborolan-2-yl)phenol ClC1=CC(=C(C(=C1O)F)C)B1OC(C(O1)(C)C)(C)C